ClC1=CC=C2C(=C(NC2=C1Cl)C(=O)OCC)C=1C=NN(C1)[C@@H]1OCCCC1 ethyl 6,7-dichloro-3-[1-[(2R)-tetrahydropyran-2-yl]pyrazol-4-yl]-1H-indole-2-carboxylate